9-(benzenesulfonyl)-4-[[(2S)-1,4-dioxan-2-yl]methoxy]-1-methyl-6,7-dihydrobenzo[a]quinolizin-2-one C1(=CC=CC=C1)S(=O)(=O)C1=CC2=C(C3=C(C(C=C(N3CC2)OC[C@H]2OCCOC2)=O)C)C=C1